C(C)(C)(C)OC(=O)N1[C@@H](C[C@@](CC1)(C(=O)OC(C)(C)C)CC1=NC(=CC(=C1F)C=O)Cl)C di-tert-butyl-(2R,4R)-4-((6-chloro-3-fluoro-4-formylpyridin-2-yl) methyl)-2-methylpiperidine-1,4-dicarboxylate